2-chloro-4-((1-(hydroxymethyl)cyclobutyl)amino)-6-methyl-6,7-dihydrothieno[3,2-d]Pyrimidine 5-oxide ClC=1N=C(C2=C(N1)CC(S2=O)C)NC2(CCC2)CO